tert-Butyl 1-benzyl-4-(hydroxymethyl)-7-azabicyclo[2.2.1]heptane-7-carboxylate C(C1=CC=CC=C1)C12CCC(CC1)(N2C(=O)OC(C)(C)C)CO